NC=1N=CN(C(C1C(=O)NC=1C=NC=C(C1)[C@@]1(COCCC1)N)=O)C1=C(C=C(C=C1Cl)OC)Cl (S)-4-amino-N-(5-(3-aminotetrahydro-2H-pyran-3-yl)pyridin-3-yl)-1-(2,6-dichloro-4-methoxyphenyl)-6-oxo-1,6-dihydropyrimidine-5-carboxamide